BrC1=CC=C(C2=C1OCO2)C=O 7-Bromobenzo[d][1,3]dioxolane-4-carbaldehyde